N,N-dimethyl-5-(2-((4-(trifluoromethyl)phenyl)amino)phenyl)-1,3,4-oxadiazol-2-amine CN(C=1OC(=NN1)C1=C(C=CC=C1)NC1=CC=C(C=C1)C(F)(F)F)C